N-[1-(2-fluoro-3-methoxyphenyl)ethyl]-5-[5-(trifluoromethyl)-1,2,4-oxadiazol-3-yl]pyrimidin-2-amine FC1=C(C=CC=C1OC)C(C)NC1=NC=C(C=N1)C1=NOC(=N1)C(F)(F)F